N-(4-((5-(2-fluorophenyl)pyridin-3-yl)amino)-7-(2-morpholinoethoxy)quinazolin-6-yl)acrylamide FC1=C(C=CC=C1)C=1C=C(C=NC1)NC1=NC=NC2=CC(=C(C=C12)NC(C=C)=O)OCCN1CCOCC1